C(#N)C=1C=C(C=C(C1C=1C=NN(C1)C1CCOCC1)F)NC(CC1=CC(=CC=C1)C(C(F)(F)F)(F)F)=O N-(3-cyano-5-fluoro-4-(1-(tetrahydro-2H-pyran-4-yl)-1H-pyrazol-4-yl)phenyl)-2-(3-(perfluoroethyl)phenyl)acetamide